BrC1=CC=C(S1)C(=O)NC1CC(CCC1)NC1=CC(=NC=C1[N+](=O)[O-])C(=O)OC methyl 4-((3-(5-bromothiophene-2-carboxamido)cyclohexyl)amino)-5-nitropicolinate